N,N'-(1,10-decandiyl-di-1-pyridinyl-4-ylidene)-bis-(1-octanamine) C(CCCCCCCCCN1C=CC(C=C1)=NCCCCCCCC)N1C=CC(C=C1)=NCCCCCCCC